2-methyl-2-(2-propen-1-yl)-1-oxa-2-silacyclopentan-5-one C[Si]1(OC(CC1)=O)CC=C